(6-chloro-1-hydroxynaphthalen-2-yl)boric acid ClC=1C=C2C=CC(=C(C2=CC1)O)OB(O)O